CC1=CC(=CC=C1)S(=O)(=O)OC=1C=C(C=CC1)NC(=O)NC1=CC(=CC=C1)OS(=O)(=O)C=1C=C(C)C=CC1 N,N'-di-[3-(m-toluenesulfonyloxy)phenyl]urea